N-((1H-tetrazol-5-yl)methyl)-3-(3,7-dimethylocta-2,6-dien-1-yl)-2,4-dihydroxy-N-methyl-6-pentylbenzamide N1N=NN=C1CN(C(C1=C(C(=C(C=C1CCCCC)O)CC=C(CCC=C(C)C)C)O)=O)C